1-(o-toluenesulfonyl)-4-phenyl-1,2,3-triazole CC=1C(=CC=CC1)S(=O)(=O)N1N=NC(=C1)C1=CC=CC=C1